C(C#C)OCCO 2-(propargyloxy)ethanol